1,2-decane-diol C(C(CCCCCCCC)O)O